hexanoxy-3,5-diaminobenzene C(CCCCC)OC1=CC(=CC(=C1)N)N